2-(2,6-diazaspiro[3.3]heptan-2-ylmethyl)-5-(trifluoromethyl)-1,3,4-thiadiazole C1N(CC12CNC2)CC=2SC(=NN2)C(F)(F)F